2-fluoro-N1-(6-methylpyridin-2-yl)benzene-1,4-diamine FC1=C(C=CC(=C1)N)NC1=NC(=CC=C1)C